O-(5-amino-2-cyclopropylbenzo[d]oxazol-6-yl)-N-(t-butoxycarbonyl)-L-serine NC=1C(=CC2=C(N=C(O2)C2CC2)C1)OC[C@H](NC(=O)OC(C)(C)C)C(=O)O